Fmoc-(N-beta-Boc)-D-alpha,beta-diaminopropionic acid CC(C)(C)OC(=O)NC[C@H](C(=O)O)NC(=O)OCC1C2=CC=CC=C2C3=CC=CC=C13